FNC(NF)=O difluorourea